(S)-3-((4-((dimethylamino)methyl)benzyl)amino)-6-fluoro-5-(1-(2-fluorophenyl)ethyl)-4H-benzo[e][1,2,4]thiadiazine 1,1-dioxide CN(C)CC1=CC=C(CNC2=NS(C3=C(N2)C(=C(C=C3)F)[C@@H](C)C3=C(C=CC=C3)F)(=O)=O)C=C1